C1(CC1)CN1N=CC(=C1C(=O)O)F 1-(cyclopropylmethyl)-4-fluoro-1H-pyrazole-5-carboxylic acid